5-[(S)-1-(5-methoxy-2-nitrophenyl)-2,2-dimethyl-propoxy]methyl-2'-deoxy-uridine COC=1C=CC(=C(C1)[C@H](C(C)(C)C)OCC=1C(NC(N([C@H]2C[C@H](O)[C@@H](CO)O2)C1)=O)=O)[N+](=O)[O-]